C(C1=CC=CC=C1)NC(N(C1=NC=C(C=C1)C=1C=NN(C1)C)[C@@H]1CC[C@H](CC1)NC1=NC=C(C(=N1)NC1C(CCC1)O)C#N)=O 3-benzyl-1-(trans-4-((5-cyano-4-((2-hydroxycyclopentyl)amino)-pyrimidin-2-yl)amino)cyclohexyl)-1-(5-(1-methyl-1H-pyrazol-4-yl)pyridin-2-yl)urea